N-(4-cyano-2-fluorophenyl)-6-oxo-1,4,5,7-tetrahydroindole-3-sulfonamide C(#N)C1=CC(=C(C=C1)NS(=O)(=O)C1=CNC=2CC(CCC12)=O)F